1,4-dimethyl-indenyl-lithium CC1C(=CC2=C(C=CC=C12)C)[Li]